C(#N)C=1C=C(C=CC1)C=1C=C2C(=CNC2=CC1)NC(=O)NC1=CC=C(C=C1)C(F)(F)F 1-(5-(3-cyanophenyl)-1H-indol-3-yl)-3-(4-(trifluoromethyl)phenyl)urea